2,2,3,3,4,4,4-heptafluorobutyl-α-chloroacrylic acid FC(CC=C(C(=O)O)Cl)(C(C(F)(F)F)(F)F)F